C(#N)C=1C=C(C=CC1)NC1=C(C#N)C=CC(=N1)C1CC1 2-((3-cyanophenyl)amino)-6-cyclopropylnicotinonitrile